N[C@@H](C)C(=O)N1C[C@@H]2NCC[C@@]2(C1)CCCB(O)O (3aR,6aR)-5-(L-alanyl)-3a-(3-boronopropyl)hexahydropyrrolo[3,4-b]pyrrole